2-((2-((4-(((trans)-4-((S)-3-acetamidopyrrolidin-1-yl)adamantan-1-yl)oxy)-2-methoxyphenyl)amino)-5-(trifluoromethyl)pyrimidin-4-yl)amino)-N,3-dimethylbenzamide C(C)(=O)N[C@@H]1CN(CC1)C1C2CC3(CC(CC1C3)C2)OC2=CC(=C(C=C2)NC2=NC=C(C(=N2)NC2=C(C(=O)NC)C=CC=C2C)C(F)(F)F)OC